4'-dimethylallyl-resveratrol CC(=CCC1(CC=C(C=CC2=CC(O)=CC(O)=C2)C=C1)O)C